2-[3-cis-(trifluoromethoxy)cyclobutoxy]-N-[(3R,6S)-6-[1-[3-cis-(trifluoromethoxy)cyclobutyl]Triazol-4-yl]Tetrahydropyran-3-yl]Acetamide FC(OC1(CCC1)OCC(=O)N[C@H]1CO[C@@H](CC1)C=1N=NN(C1)C1(CCC1)OC(F)(F)F)(F)F